5-nitro-N-pyrimidinyl-indoline [N+](=O)([O-])C=1C=C2CCN(C2=CC1)C1=NC=CC=N1